tert-butyl (R)-5-methyl-1,2,3-oxathiazolidine-3-carboxylate 2,2-dioxide C[C@@H]1CN(S(O1)(=O)=O)C(=O)OC(C)(C)C